5-[4-amino-5-(trifluoromethyl)pyrrolo[2,1-f][1,2,4]triazin-7-yl]-N-[(3R,4S)-1-(2,2-dimethylcyclopentyl)-4-fluoropyrrolidin-3-yl]-2-methoxypyridine-3-carboxamide NC1=NC=NN2C1=C(C=C2C=2C=C(C(=NC2)OC)C(=O)N[C@@H]2CN(C[C@@H]2F)C2C(CCC2)(C)C)C(F)(F)F